1,1,2,2-tetrafluoro-3-((2-fluoroethoxy)methoxy)-propane FC(C(COCOCCF)(F)F)F